epidithio-pyrazinol N1=C2C(=NC(=C1)O)SS2